(5S)-N-((S)-(3-chlorophenyl)((trans)-2-phenylcyclopropyl)methyl)-2-oxooxazolidine-5-carboxamide ClC=1C=C(C=CC1)[C@@H](NC(=O)[C@@H]1CNC(O1)=O)[C@H]1[C@@H](C1)C1=CC=CC=C1